N1(CCC12CCC2)C2=NC=CC(=C2)OC2=CC=C(C=C2)N2N=CN(C2=O)CC2=C(C=CC=C2F)F 2-(4-((2-(1-azaspiro[3.3]heptan-1-yl)pyridin-4-yl)oxy)phenyl)-4-(2,6-difluorobenzyl)-2,4-dihydro-3H-1,2,4-triazol-3-one